(S)-N-Methyl-N-(2-((4aS,5aR)-5a-methyl-1,4,4a,5,5a,6-hexahydrocyclopropa[f]indazol-3-yl)-1H-imidazo[4,5-b]pyridin-6-yl)tetrahydro-2H-pyran-2-carboxamide CN(C(=O)[C@H]1OCCCC1)C=1C=C2C(=NC1)N=C(N2)C2=NNC=1C[C@@]3([C@H](CC21)C3)C